C12C3CCCCC3OCCN3CCC[C@@]4([C@H]3COC(CC1)CC2)COCN4 (1's,3R,16'S,19's)-8',18'-dioxa-11'-azaspiro[1,4-oxazolidine-3,15'-tetracyclo[17.2.2.02,7.011,16]tricosane]